(3R,4R)-3-[(4-Chlorophenoxy)methyl]-4-methyl-2-[6-methyl-3-(2H-1,2,3-triazol-2-yl)pyridin-2-carbonyl]-2-azabicyclo[3.1.1]heptan ClC1=CC=C(OC[C@@H]2N(C3CC([C@H]2C)C3)C(=O)C3=NC(=CC=C3N3N=CC=N3)C)C=C1